(S)-2-(methoxymethyl)-2-methyl-4,7-dihydro-1H-pyrrolo[3',2':5,6]pyrido[3,4-b]pyrazin-3(2H)-one COC[C@@]1(NC2=C(NC1=O)C=NC1=C2C=CN1)C